7-methoxy-6-(3-morpholinopropoxy)-N-(3-(1-(2-nitrobenzyl)-1H-1,2,3-triazol-4-yl)phenyl)quinazolin-4-amine COC1=C(C=C2C(=NC=NC2=C1)NC1=CC(=CC=C1)C=1N=NN(C1)CC1=C(C=CC=C1)[N+](=O)[O-])OCCCN1CCOCC1